3,4-dihydropyrido[4,3-d][1,2]diazine-4-one C1=NNC(C2=C1C=CN=C2)=O